tert-butyl 4,4-difluoro-3-methyl-3-(pyridin-4-yl)piperidine-1-carboxylate FC1(C(CN(CC1)C(=O)OC(C)(C)C)(C1=CC=NC=C1)C)F